glycolic acid, isopropyl ester C(CO)(=O)OC(C)C